[Cl-].[Cl-].C1=C(C=CC2=CC=CC=C12)C(=[Zr+2](C1(C(C(CC2C3C(C4C=5C=CC=CC5CC4=C21)CCCC3)C)(C)C)C)C3C=CC=C3)C3=CC2=CC=CC=C2C=C3 di(2-naphthyl)methylene(cyclopentadienyl)(tetramethyldodecahydrodibenzofluorenyl)zirconium dichloride